C(C1=CC=CC=C1)C1(C(C=CC=C1)N)N 1-benzyl-benzene-1,2-diamine